Piperidin-4-yl-(5-(thien-2-yl)-1,3,4-oxadiazol-2-yl)methanone N1CCC(CC1)C(=O)C=1OC(=NN1)C=1SC=CC1